C(CCC)C1=CC=C(C=C1)C(C)=O 1-(4-butylphenyl)ethan-1-one